[8-(1-octylnonoxy)-8-oxo-octyl] (2S,4S)-4-[3-(dimethylamino)propanoyloxy]-1-(6-oxo-6-undecoxy-hexyl)pyrrolidine-2-carboxylate CN(CCC(=O)O[C@H]1C[C@H](N(C1)CCCCCC(OCCCCCCCCCCC)=O)C(=O)OCCCCCCCC(=O)OC(CCCCCCCC)CCCCCCCC)C